1-((1R,5R)-6-(3-chloro-7-(8-chloro-7-fluoronaphthalen-1-yl)-8-fluoro-1,6-naphthyridin-4-yl)-2,6-diazabicyclo[3.2.0]heptan-2-yl)prop-2-en-1-one ClC=1C=NC2=C(C(=NC=C2C1N1[C@@H]2CCN([C@@H]2C1)C(C=C)=O)C1=CC=CC2=CC=C(C(=C12)Cl)F)F